azepine-2(7H)-carboxamide N1=C(C=CC=CC1)C(=O)N